6-(benzyloxy)-5',6'-dihydro-[2,4'-bipyridine]-1'(2'H)-carboxylic acid tert-butyl ester C(C)(C)(C)OC(=O)N1CC=C(CC1)C1=NC(=CC=C1)OCC1=CC=CC=C1